FC(C(=O)O)(F)F.FC(C(=O)O)(F)F.FC(C(=O)O)(F)F.N1CCC(CC1)C(=O)OC(C(CCCC)NC([C@@H](CCCF)NC([C@@H](CC1=CC=CC=C1)N)=O)=O)=O [2-[[(2R)-2-[[(2R)-2-amino-3-phenyl-propionyl] amino]-5-fluoro-pentanoyl] amino] hexanoyl] piperidine-4-carboxylate tritrifluoroacetate salt